N[C@@H]1C2=CC=CC=C2CC12CCN(CC2)C=2NC(C1=C(N2)NN=C1C(=C)C1=NC(=NC=C1)N)=O (S)-6-(1-amino-1,3-dihydro-spiro[inden-2,4'-piperidin]-1'-yl)-3-(1-(2-aminopyrimidin-4-yl)vinyl)-1,5-dihydro-4H-pyrazolo[3,4-d]pyrimidin-4-one